FC1(CN(CC[C@H]1NC1=NN2C(C(=N1)OC)=C(C(=C2)F)C=2C=CC1=C(N(N=N1)C(CF)CF)C2)C2COC2)F (R)-N-(3,3-difluoro-1-(oxetan-3-yl)piperidin-4-yl)-5-(1-(1,3-difluoropropan-2-yl)-1H-benzo[d][1,2,3]triazol-6-yl)-6-fluoro-4-methoxypyrrolo[2,1-f][1,2,4]triazin-2-amine